ethylchlorovaleryl alcohol C(C)C(CCCC(=O)O)Cl